C(O[C@H]1[C@H](CCC1)C=1C=NC(=C(C1)C(F)(F)F)OC)(OC1=CC=C(C=C1)[N+](=O)[O-])=O (1R,2R)-2-(6-methoxy-5-(trifluoromethyl)pyridin-3-yl)cyclopentyl (4-nitrophenyl) carbonate